ClC=1C(=C(C(=O)NCCCCCCCCCC)C=C(C1)Cl)O 3,5-dichloro-N-decyl-2-hydroxybenzamide